N1(CCC1)C1=NC=NN2C1=C(C=C2)C=2C=C1C(=NC2)N=C(N1C1CC1)C 6-(4-(azetidin-1-yl)pyrrolo[2,1-f][1,2,4]triazin-5-yl)-1-cyclopropyl-2-methylimidazo[4,5-b]pyridine